2-(tert-Butoxycarbonyl)-5-(4-methyl-2-oxopiperazin-1-yl)-1,2,3,4-tetrahydroisoquinoline-1-carboxylic acid C(C)(C)(C)OC(=O)N1C(C2=CC=CC(=C2CC1)N1C(CN(CC1)C)=O)C(=O)O